6-isopropyl-5-(8-methoxy-[1,2,4]triazolo[1,5-a]pyridin-6-yl)-1-(4-(3-methoxypyrrolidin-1-yl)cyclohexyl)-1,3-dihydro-2H-benzo[d]imidazol-2-one C(C)(C)C=1C(=CC2=C(N(C(N2)=O)C2CCC(CC2)N2CC(CC2)OC)C1)C=1C=C(C=2N(C1)N=CN2)OC